N1(CCCC1)C1=NNC=C1 Pyrrolidinyl-pyrazole